1-((2R,3R,4S,5S)-4-hydroxy-5-(iodomethyl)-3-methoxytetrahydrofuran-2-yl)pyrimidine-2,4(1H,3H)-dione O[C@H]1[C@H]([C@@H](O[C@@H]1CI)N1C(NC(C=C1)=O)=O)OC